ethyl-3-methylimidazolium bromate Br(=O)(=O)[O-].C(C)C=1NC=C[N+]1C